9-oxa-3,7-diazabicyclo[3.3.1]Nonane-3-carboxylic acid tert-butyl ester C(C)(C)(C)OC(=O)N1CC2CNCC(C1)O2